ClC=1C=C2C(=CC1)NC(C21CCN(CC1)CCOC=1C=C2CN(C(C2=C(C1)C(F)(F)F)=O)C1CC(C1)(C)O)=O 5-chloro-1'-(2-{1-oxo-2-[(cis)-3-hydroxy-3-methylcyclobutyl]-7-(trifluoromethyl)-5-isoindolinyloxy}ethyl)spiro[indoline-3,4'-piperidin]-2-one